FC(C(=O)O)(F)F.C(C)CC(=O)NC(CC)C1CCNCC1 ethyl-N-[1-(piperidin-4-yl)propyl]Acetamide trifluoroacetate